chloro-5'-cyano-4-(4-fluorophenoxy)-[1,1'-biphenyl]-3-carboxamide ClC1=C(C=CC(=C1C(=O)N)OC1=CC=C(C=C1)F)C1=CC=CC(=C1)C#N